methacryloxymethyldiethoxy-silane C(C(=C)C)(=O)OC[SiH](OCC)OCC